C1(CCC1)OC1=NC(=NC(=C1)C)C1=CC(=C(OCCCC(=O)O)C(=C1)F)F 4-[4-(4-cyclobutoxy-6-methyl-pyrimidin-2-yl)-2,6-difluoro-phenoxy]-butyric acid